OC1=C(C(=CC(=C1CN(C(OC)=O)C)CCCCC)O)C1CCCC(=C1)C methyl ((2,6-dihydroxy-5'-methyl-4-pentyl-1',2',3',4'-tetrahydro-[1,1'-biphenyl]-3-yl)methyl)(methyl)carbamate